S(=O)(=O)(O)O.C(CCCCCCCCC)OC1=CC=CC=C1 decylphenyl ether sulfate